C1(CCCC1)NC1=NC=CC(=C1)C1=C(N=CN1CC(=O)N1CCN(CC1)C(=O)OC(C)(C)C)C1=CC=C(C=C1)C(F)(F)F tert-butyl 4-(2-{5-[2-(cyclopentylamino)pyridin-4-yl]-4-[4-(trifluoromethyl)phenyl]-1H-imidazol-1-yl}acetyl)piperazine-1-carboxylate